methyl 8-amino-5-(4-chlorophenyl)-6-oxo-3-((2,2,2-trifluoroethyl)amino)-5H,6H-pyrido[2,3-b]pyrazine-7-carboxylate NC1=C(C(N(C2=NC(=CN=C21)NCC(F)(F)F)C2=CC=C(C=C2)Cl)=O)C(=O)OC